S(=O)(=O)([O-])C1=CC=C(C)C=C1.[NH4+].N[C@@H](CC(=O)OCCCCCCCCCCCCCCCCCC)C(=O)OCCCCCCCCCCCCCCCCCC dioctadecyl L-aspartate ammonium tosylate salt